1,2-dihydro-3H-1,2,4-triazole N1NCN=C1